FC(C1=CC=C(C=N1)N1C(N([C@H](C1)C#N)C1=CN=CC2=CC=CC=C12)=O)F |r| Racemic-1-(6-(difluoromethyl)pyridin-3-yl)-3-(isoquinolin-4-yl)-2-oxoimidazoline-4-carbonitrile